6'-[2-(2-oxopyrrolidin-1-yl)ethoxy]-2',3'-dihydrospiro[cyclohexane-1,1'-indene]-4-carboxylic acid O=C1N(CCC1)CCOC1=CC=C2CCC3(C2=C1)CCC(CC3)C(=O)O